C1(CCCC1)C1=C(C=NC=2N1N=CC2)NC(=O)NC=2C=NC(=C(C2)C)C2=NOC(=N2)CCCCC=O N-(7-cyclopentylpyrazolo[1,5-a]pyrimidin-6-yl)-N'-{5-methyl-6-[5-(5-oxopentyl)-1,2,4-oxadiazol-3-yl]pyridin-3-yl}urea